P(=O)(OC1=CC=C(C=C1)C)(OC1(CC=C(C=C1)C(C)(C)C)C(C)(C)C)[O-] p-tolyl p-di-tert-butylphenyl phosphate